NC1=NC2=CC=C(C=C2C=C1C)C(=O)N(CC=1C=NC2=CC=CC=C2C1)[C@H](C)C1=NC=CC=N1 2-amino-3-methyl-N-((1R)-1-(2-pyrimidinyl)ethyl)-N-(3-quinolinylmethyl)-6-quinolinecarboxamide